O=C1NC(CCC1N1C(C2=CC=C(C=C2C1)CNC(=O)C=1COC2=CC=CC(=C2C1)OC)=O)=O N-((2-(2,6-dioxopiperidin-3-yl)-1-oxoisoindolin-5-yl)methyl)-5-methoxy-2H-chromene-3-carboxamide